methylene-1H-Indole C=C1NC2=CC=CC=C2C1